FC=1C=C(C=C(C1OC1=NC=NC2=CC(=C(C=C12)OC)OCCNC)F)C1=NC=CC(=C1C(=O)N)OC (3,5-difluoro-4-((6-methoxy-7-(2-(methylamino)ethoxy)quinazolin-4-yl)oxy)phenyl)-4-methoxypyridine-3-carboxamide